COC1=NC=2N(C=C1)C(=NN2)N2C[C@@H](CCC2)NC2=NC=C(C=N2)C(F)(F)F N-[(3R)-1-(7-methoxy-[1,2,4]triazolo[4,3-a]pyrimidin-3-yl)-3-piperidyl]-5-(trifluoromethyl)pyrimidin-2-amine